FC=1C=C(C=NC1N1CCN(CC1)C(C)(C1CCNCC1)C)NC1C(NC(CC1)=O)=O 3-[[5-fluoro-6-[4-[1-methyl-1-(4-piperidyl)ethyl]piperazin-1-yl]-3-pyridyl]amino]piperidine-2,6-dione